N1C(=O)NC=2NC(=O)NC2C1=O.N1C(=O)NC(=O)NC1=O cyanuric acid uric acid salt